7-Bromo-1,6-naphthyridin BrC1=NC=C2C=CC=NC2=C1